2-(1-((1r,4r)-4-(cyanomethyl)cyclohexyl)-1,6-dihydroimidazo[4,5-d]pyrrolo[2,3-b]pyridin-2-yl)-N-(3-hydroxy-3-methylbutyl)acetamide C(#N)CC1CCC(CC1)N1C(=NC=2C1=C1C(=NC2)NC=C1)CC(=O)NCCC(C)(C)O